FC1(C(CC1)NC(=O)C=1C=NN2C1N=C(C=1OCCNC12)C1=CN(C2=NC=CC=C21)C2CC(C2)O)F N-(2,2-Difluorocyclobutyl)-5-(1-((1r,3S)-3-hydroxycyclobutyl)-1H-pyrrolo[2,3-b]pyridin-3-yl)-2,3-dihydro-1H-pyrazolo[5',1':2,3]pyrimido[5,4-b][1,4]oxazine-7-carboxamide